N-[2-(2-methyl-1-oxoisoquinolin-4-yl)-4-methylsulfonylphenyl]-cyclopropanecarboxamide CN1C(C2=CC=CC=C2C(=C1)C1=C(C=CC(=C1)S(=O)(=O)C)NC(=O)C1CC1)=O